2-(6-(azidomethyl)pyridin-3-yl)-5-(difluoromethyl)-1,3,4-oxadiazole N(=[N+]=[N-])CC1=CC=C(C=N1)C=1OC(=NN1)C(F)F